dimethoxy-iridium CO[Ir]OC